6-{5-chloro-2-[(oxacyclohex-4-yl)amino]pyrimidin-4-yl}-2-{2-[(2R,6S)-2,6-dimethylpiperidin-1-yl]-2-oxoethyl}-2,3-dihydro-1H-isoindol-1-one ClC=1C(=NC(=NC1)NC1CCOCC1)C1=CC=C2CN(C(C2=C1)=O)CC(=O)N1[C@@H](CCC[C@@H]1C)C